monocalcium aluminum hydrate O.[Al].[Ca]